(4-(1H-indol-3-yl)thiophen-2-yl)-4-oxobutanoic acid (5,6,7,8-tetrahydronaphthalen-2-yl) ester C1=C(C=CC=2CCCCC12)OC(C(CC=O)C=1SC=C(C1)C1=CNC2=CC=CC=C12)=O